C(C)(C)C1=CC=C(C=N1)C=1N=C2N(C=CC=C2)C1CN1C2CN(C(C1)CC2)C(=O)OC(C)(C)C tert-Butyl 5-{[2-(6-isopropylpyridin-3-yl)imidazo[1,2-a]pyridin-3-yl]methyl}-2,5-diazabicyclo[2.2.2]octane-2-carboxylate